N-(((2S,5S)-5-(4-chlorobenzyl)-4-(4-(1,5-dimethyl-1H-pyrazol-3-yl)cyclohexyl)morpholin-2-yl)methyl)-1H-pyrazole-3-carboxamide hydrochloride Cl.ClC1=CC=C(C[C@H]2CO[C@H](CN2C2CCC(CC2)C2=NN(C(=C2)C)C)CNC(=O)C2=NNC=C2)C=C1